2-((2-(((9H-fluoren-9-yl)methoxy)carbonyl)-1,2-dimethylhydrazinyl)methyl)-1H-indol C1=CC=CC=2C3=CC=CC=C3C(C12)COC(=O)N(N(C)CC=1NC2=CC=CC=C2C1)C